C(C)(=O)N1CC(C1)N1C(N([C@H](C1)C#N)C1=CN=CC2=CC=CC=C12)=O |r| racemic-1-(1-acetylazetidin-3-yl)-3-(isoquinolin-4-yl)-2-oxoimidazolidine-4-carbonitrile